C(#N)CCN1C(CCCCC1)=O N-(2-cyanoethyl)-epsilon-caprolactam